ethyl (S)-4-(5-((benzyloxy)carbonyl)thiophen-2-yl)-2-((4-fluorophenoxy)methyl)-5-oxo-7,8,9,9a-tetrahydro-5H-pyrido[2,3-a]pyrrolizine-3-carboxylate C(C1=CC=CC=C1)OC(=O)C1=CC=C(S1)C1=C(C(=NC2=C1C(N1CCC[C@@H]21)=O)COC2=CC=C(C=C2)F)C(=O)OCC